3-((6-(2-hydroxy-6-methyl-4-(trifluoromethyl)phenyl)pyridazin-3-yl)amino)-2-methylpropane-1,2-diol OC1=C(C(=CC(=C1)C(F)(F)F)C)C1=CC=C(N=N1)NCC(CO)(O)C